(1R)-1-(3-methylphenyl)ethan-1-amine CC=1C=C(C=CC1)[C@@H](C)N